C(C)(C)(C)NC(=O)C=1C=C(C=NC1)C1=NN(C=2C[C@@H](CCC12)C(=O)NC1(CS(C1)(=O)=O)C)C(C)C (R)-3-(5-(tert-butylcarbamoyl)pyridin-3-yl)-1-isopropyl-N-(3-methyl-1,1-dioxidothietan-3-yl)-4,5,6,7-tetrahydro-1H-indazole-6-carboxamide